NCCC(CCCCCN)O 1,8-diaminooctane-3-ol